N-((2R)-1-(4-(4-aminophenyl)-2-methyl-1,3-dioxo-2,8-diazaspiro[4.5]decan-8-yl)-3-methyl-1-oxobutan-2-yl)-2-fluoro-5-(trifluoromethyl)benzamide NC1=CC=C(C=C1)C1C(N(C(C12CCN(CC2)C([C@@H](C(C)C)NC(C2=C(C=CC(=C2)C(F)(F)F)F)=O)=O)=O)C)=O